tert-butyl 4-[[3-amino-5-(2-fluoro-6-methyl-phenyl)-7-isoquinolyl]amino]piperidine-1-carboxylate NC=1N=CC2=CC(=CC(=C2C1)C1=C(C=CC=C1C)F)NC1CCN(CC1)C(=O)OC(C)(C)C